tert-butyl (3-(6-chloro-3-((3,4-dichlorophenyl)amino)-9H-carbazol-1-yl)propyl)carbamate ClC=1C=C2C=3C=C(C=C(C3NC2=CC1)CCCNC(OC(C)(C)C)=O)NC1=CC(=C(C=C1)Cl)Cl